CSC(C(=O)N1CSCC1C=1NC(=CN1)C1=CC=C(C=C1)C)C 2-(methylsulfanyl)-1-(4-(5-(p-tolyl)imidazol-2-yl)thiazolidin-3-yl)propan-1-one